C1OC2=CC=C3CC(CC3=C2O1)N 6-methylenedioxy-2-aminoindan